C(C1=CC=CC=C1)N(CCS(=O)(=O)N)C 2-[benzyl(methyl)amino]ethanesulfonamide